FC1=CC=C(CN2C3=CC=C(C=C3C=3C=CN=C(C23)C)NC(=S)NC2=CC=C(C=C2)F)C=C1 1-(9-(4-Fluorobenzyl)-1-methyl-beta-carbolin-6-yl)-3-(4-fluorophenyl)thiourea